2-[2-[3,5-bis(2-hydroxyethoxy)oxolan-2-yl]-2-(2-hydroxyethoxy)ethoxy]ethyl (E)-octadec-9-enoate C(CCCCCCC\C=C\CCCCCCCC)(=O)OCCOCC(OCCO)C1OC(CC1OCCO)OCCO